(1s,4s)-4-((2-((6-methoxy-2-methyl-1,2,3,4-tetrahydroisoquinolin-7-yl)amino)quinazolin-7-yl)amino)cyclohexan-1-ol COC=1C=C2CCN(CC2=CC1NC1=NC2=CC(=CC=C2C=N1)NC1CCC(CC1)O)C